C(CCCC)NC1=C(C=CC=C1)O (pentylamino)phenol